tert-butyl (R)-3-(3-iodo-1H-pyrazolo[3,4-b]pyridin-1-yl)piperidine-1-carboxylate IC1=NN(C2=NC=CC=C21)[C@H]2CN(CCC2)C(=O)OC(C)(C)C